Cl.CN[C@H](C)CC1=CC=CC=C1 |r| (±)-Methylamphetamine HCl